(R,R and S,S)-4-(4-(5-chloro-1-(1-cyclopropyl-1H-pyrazol-4-yl)-1H-indazol-6-yl)piperidin-1-yl)-4-methyltetrahydrofuran-3-ol ClC=1C=C2C=NN(C2=CC1C1CCN(CC1)[C@]1([C@H](COC1)O)C)C=1C=NN(C1)C1CC1 |&1:16|